5-acetyl-1-(furan-3-yl)-6-methyl-2-oxo-1,2-dihydropyridine-3-carboxylic acid ethyl ester C(C)OC(=O)C=1C(N(C(=C(C1)C(C)=O)C)C1=COC=C1)=O